C(#N)C1=CC=C(C=C1)C1=CCC(C=C1)(C1=CC=CC=C1)CCCCC 4-cyano-4'-pentyl-p-terphenyl